O[C@H]1[C@@H](O)[C@@H](O)[C@@H](O1)CO alpha-L-ribofuranose